FC=1C=C(C=C(C1)F)C1=NN(C(=C1O)C)C 3-(3,5-Difluorophenyl)-1,5-dimethyl-1H-pyrazol-4-ol